ClC1=C(C(=CC=C1)F)C1=NOC(=C1CO[C@H]1[C@@H]2C(N([C@H](C1)C2)C2=CC=C(C(=O)O)C=C2)=O)C2CC2 4-[(1S,4R,5R)-5-[[3-(2-chloro-6-fluorophenyl)-5-cyclopropyl-1,2-oxazol-4-yl]methoxy]-3-oxo-2-azabicyclo[2.2.1]heptan-2-yl]benzoic acid